C(C=C)N1C(=NC=C1)C=O 1-ALLYL-1H-IMIDAZOLE-2-CARBALDEHYDE